4-chloro-7-ethyl-pyrrolo[2,3-d]pyrimidine ClC=1C2=C(N=CN1)N(C=C2)CC